(2H)-inden C=1CC=C2C=CC=CC12